NC1=C2CN(C(C2=CC=C1)=O)C1C(NC(CC1)=O)=O 3-(4-amino-1-oxoisoindolin-2-yl)piperidine-2,6-dione